C[C@@]12[C@@H](O)CC[C@H]1[C@@H]1CCC3=C[C@@H](O)CC[C@]3(C)[C@H]1CC2 4-Androstenediol